3-[1-[2-[5-(2-chloro-3-fluoro-phenyl)-3-(2-methylsulfonylethyl)-2,4-dioxo-pyrimidin-1-yl]acetyl]-4-piperidyl]-2-oxo-4,5-dihydro-1H-1,3-benzodiazepine ClC1=C(C=CC=C1F)C=1C(N(C(N(C1)CC(=O)N1CCC(CC1)N1C(NC2=C(CC1)C=CC=C2)=O)=O)CCS(=O)(=O)C)=O